C(C1=CC=CC=C1)OC(=O)OC=1C=CC(=NC1C)C=1SC(=CC1CC(=O)OCC1=CC=CC=C1)Cl benzyl ((2-(5-(((benzyloxy)carbonyl)oxy)-6-methylpyridin-2-yl)-5-chlorothiophen-3-yl)methyl)formate